O=C1N(CCC(N1)=O)C1=CC=C(C=C1)N1C[C@@H](CC1)C=O |r| rac-(3R)-1-[4-(2,4-dioxo-1,3-diazinan-1-yl)phenyl]pyrrolidine-3-carbaldehyde